C(C)(C)C1COCC(N1CCC)COCC 5-isopropyl-1-(3-(2-ethoxymethyl)morpholinyl)propane